F[C@@H]1CN(CCC[C@@H]1OC=1C=2N(C=C(N1)C=1C=NN(C1)C)N=CC2)C(=O)OC(C)(C)C |r| rac-tert-butyl (3R,4S)-3-fluoro-4-[6-(1-methylpyrazol-4-yl)pyrazolo[1,5-a]pyrazin-4-yl]oxy-azepane-1-carboxylate